(R)-N-(3-(2-chloro-5-fluorophenyl)-6-(1-methyl-6-oxo-1,6-dihydropyridin-3-yl)-1-oxoisoindolin-4-yl)-3-fluoro-5-(trifluoromethyl)benzamide ClC1=C(C=C(C=C1)F)[C@@H]1NC(C2=CC(=CC(=C12)NC(C1=CC(=CC(=C1)C(F)(F)F)F)=O)C1=CN(C(C=C1)=O)C)=O